FC1=C(C=O)C=CC(=C1F)OC 2,3-difluoro-4-methoxybenzaldehyde